F[C@H]1CN(CC[C@H]1OC)C1=NC=CC(=N1)NC=1N=CC2=C(C=C(C(=C2C1)C(C)C)[C@H]1CN(CC1)C(C=C)=O)N1CC(C1)CS(=O)(=O)C 1-((S)-3-(3-((2-((3S,4R)-3-fluoro-4-methoxypiperidin-1-yl)pyrimidin-4-yl)amino)-5-isopropyl-8-(3-((methylsulfonyl)methyl)azetidin-1-yl)isoquinolin-6-yl)pyrrolidin-1-yl)prop-2-en-1-one